4-(Methylamino)pyrazolo[1,5-a]pyrazine-6-carboxylic acid methyl ester COC(=O)C=1N=C(C=2N(C1)N=CC2)NC